COC1=CC=C(C=C1)C1=C(NC=2N(C1=O)N=C(C2C2=CC=CC=C2)C2=CC=CC=C2)OC=2N=NC=CC2 6-(4-methoxyphenyl)-2,3-diphenyl-5-(pyridazin-3-yloxy)pyrazolo[1,5-a]pyrimidin-7(4H)-one